NC1=NC(=CC(=N1)C1=C(N(N=N1)CC1=NC(=CC=C1)C(C)(C)C)C(=O)O)C1=CC(=CC=C1)C#N 5-[2-amino-6-(m-cyanophenyl)-4-pyrimidinyl]-3-{[6-(tert-butyl)-2-pyridinyl]methyl}-3H-1,2,3-triazole-4-carboxylic acid